(-)-cis-(pinan-2-ylmethyl)amine CC1([C@@H]2CC[C@H]([C@H]1C2)CN)C